CC(C)NC=1NC(C2=C(N1)CNCC2)=O [(propan-2-yl)amino]-5,6,7,8-tetrahydropyrido[3,4-d]pyrimidin-4(3H)-one